N,N'-bis(2,3-dihydroxypropyl)-5-hydroxyacetamido-2,4,6-triiodo-isophthalamide OC(CNC(C1=C(C(C(=O)NCC(CO)O)=C(C(=C1I)NC(CO)=O)I)I)=O)CO